methyl 5-((1-(tert-butyloxycarbonyl)pyrrolidin-3-yl)oxy)picolinate C(C)(C)(C)OC(=O)N1CC(CC1)OC=1C=CC(=NC1)C(=O)OC